ClC1=C(C(=CC=2N(C(=NC21)C)C)C(F)(F)F)C2=C1C=CN(C1=CC=C2)C(=O)C2=CC(=C(C(=C2)F)[N+](=O)[O-])F (4-(4-chloro-1,2-dimethyl-6-(trifluoromethyl)-1H-benzo[d]imidazol-5-yl)-1H-indol-1-yl)(3,5-difluoro-4-nitrophenyl)methanone